C(N)(=O)N(CCCCCCN(C1CC(NC(C1)(C)C)(C)C)C(N)=O)C1CC(NC(C1)(C)C)(C)C N,N'-biscarbamyl-N,N'-bis(2,2,6,6-tetramethyl-4-piperidinyl)-hexamethylenediamine